5-cyano-N-(3,5-difluoro-4-(1-methyl-1H-pyrazol-4-yl)phenyl)-2-((trifluorometh-yl)thio)benzamide C(#N)C=1C=CC(=C(C(=O)NC2=CC(=C(C(=C2)F)C=2C=NN(C2)C)F)C1)SC(F)(F)F